N1(CCC1)C=1C=NC2=CC(=CC(=C2N1)[C@@H](C)NC1=C(C(=O)O)C=CC=C1)C 2-[(1R)-1-[3-(azetidin-1-yl)-7-methylquinoxalin-5-yl]ethyl]aminobenzoic acid